5,5'-dimethyl-4,4'-diaminobiphenyl CC=1C(=CC=C(C1)C1=CC=C(C(=C1)C)N)N